N(=C=O)C1=C(C=C(C=C1)OC)OC 1-isocyanato-2,4-dimethoxybenzene